tantalum diacetamide CC(=O)NC(=O)C.[Ta]